FC(C=1C=CC(=C(C=O)C1)C(CCC1=CC=CC=C1)=O)(F)F 5-trifluoromethyl-2-(3-phenylpropionyl)benzaldehyde